benzyl 3-(2-chlorobenzyl)-2-chloro-4-oxo-3,5,7,8-tetrahydropyrido[4,3-d]pyrimidine-6(4H)-carboxylate ClC1=C(CN2C(=NC3=C(C2=O)CN(CC3)C(=O)OCC3=CC=CC=C3)Cl)C=CC=C1